NCC=1C=C(C=CC1)C=1C=CC2=C(C(=CO2)COC2=C(C(=CC=C2)OC)CC(=O)OCC)C1 ethyl 2-(2-((5-(3-(aminomethyl)phenyl)benzofuran-3-yl)methoxy)-6-methoxyphenyl)acetate